r and s-β-Hydroxybutyrate O[C@@H](CC(=O)[O-])C |r|